2-(1-((2-(3,5-dichlorophenyl)-6-((2-(4-(3-hydroxybutyl)piperazin-1-yl)pyrimidin-5-yl)oxy)pyridin-4-yl)methyl)piperidin-4-yl)acetic acid ClC=1C=C(C=C(C1)Cl)C1=NC(=CC(=C1)CN1CCC(CC1)CC(=O)O)OC=1C=NC(=NC1)N1CCN(CC1)CCC(C)O